CC1=NOC(=C1C=1C=C(OC2=C(C=C(C=C2C)NC(=O)NC)C)C=C(C1)C)C 1-(4-(3-(3,5-dimethylisoxazol-4-yl)-5-methylphenoxy)-3,5-dimethylphenyl)-3-methylurea